ClC1=CC=CC=2N=C(NC21)C(Cl)(Cl)Cl chloro-2-(trichloromethyl)benzimidazole